NC1=C2C(=NC=N1)N(N=C2I)CC2CN(CC2)C(=O)OCCCC butyl 3-((4-amino-3-iodo-1H-pyrazolo[3,4-d]pyrimidin-1-yl) methyl)pyrrolidine-1-carboxylate